CC1=NC2=C(N1C1=CC=CC3=CC=CC=C13)C=CC(=C2)C (S)-2,5-Dimethyl-1-(naphthalene-1-yl)-1H-benzo[d]imidazole